NOCCN(C(OC(C)(C)C)=O)CCC tert-butyl (2-(aminooxy)ethyl)(propyl)carbamate